C(C)OC([C@@H](NC(CC[C@H](N)C(=O)O)=O)CS)=O γ-L-glutamylcysteine ethyl ester